2-(1H-Indole-3-yl)-3-phenylmaleimide N1C=C(C2=CC=CC=C12)C=1C(=O)NC(C1C1=CC=CC=C1)=O